2-hydroxymethyl-1,4,7,10,13-pentathiacyclopentadecane OCC1SCCSCCSCCSCCSC1